(7-(2-Chloro-5-methylphenoxy)-2-azaspiro[3.5]nonan-2-yl)((1s,3s)-3-hydroxy-3-methylcyclobutyl)methanon ClC1=C(OC2CCC3(CN(C3)C(=O)C3CC(C3)(C)O)CC2)C=C(C=C1)C